5-(4-amino-7-bromo-2-{4-[(2-fluoroacrylamido)]phenyl}-1-methylpyrrolo[3,2-c]pyridin-3-yl)-3-fluoro-N-(2,2,2-trifluoroethyl)pyridine-2-carboxamide NC1=NC=C(C2=C1C(=C(N2C)C2=CC=C(C=C2)NC(C(=C)F)=O)C=2C=C(C(=NC2)C(=O)NCC(F)(F)F)F)Br